3-chloro-6-((4-cyclopropyl-1-(4-(difluoromethyl)phenyl)-1H-1,2,3-triazol-5-yl)methoxy)pyridazine ClC=1N=NC(=CC1)OCC1=C(N=NN1C1=CC=C(C=C1)C(F)F)C1CC1